CN(C=1C=C2OC3=CC(C=CC3=C(C2=CC1)OC(C1=CC=CC=C1)=O)=[N+](C)C)C (6-(dimethylamino)-3-(dimethyliminio)-3H-xanthen-9-yl)benzoate